CNC(=O)C1=NNC2=C1N=CN=C2NCC2=CC=C(C=C2)B(O)O 4-([[3-(methylcarbamoyl)-1H-pyrazolo[4,3-d]pyrimidin-7-yl]amino]methyl)-phenyl-boronic acid